methyl (2S)-4-[2-[1-(benzyloxycarbonylamino)cyclopropyl]-1-hydroxy-ethyl]-5-oxo-pyrrolidine-1,2-dicarboxylate C(C1=CC=CC=C1)OC(=O)NC1(CC1)CC(O)C1C[C@H](N(C1=O)C(=O)OC)C(=O)[O-]